4-((4-(2-((6-chloropyridin-2-yl)oxy)ethyl)-5-methoxypyridin-2-yl)ethynyl)-N1-methyl-2,7-naphthyridine-1,6-diamine ClC1=CC=CC(=N1)OCCC1=CC(=NC=C1OC)C#CC1=CN=C(C2=CN=C(C=C12)N)NC